(E)-3-(benzo[d]thiazol-2-yl)-4-(3-(3-fluorophenyl)-1-methyl-1H-pyrazol-4-yl)but-3-enoic acid S1C(=NC2=C1C=CC=C2)\C(\CC(=O)O)=C\C=2C(=NN(C2)C)C2=CC(=CC=C2)F